NCCCC[C@@H](C(=O)OC(C)(C)C)NC(=O)N[C@@H](CCC(=O)OC(C)(C)C)C(=O)OC(C)(C)C Di-tert-butyl (((S)-6-amino-1-(tert-butoxy)-1-oxohexan-2-yl)carbamoyl)-L-glutamate